N-[(1R)-1-[4-(Cyclopropylmethoxy)-3-methoxy-phenyl]ethyl]-5-[(1R,5S)-3,8-diazabicyclo[3.2.1]octan-3-yl]-2-methyl-benzamide C1(CC1)COC1=C(C=C(C=C1)[C@@H](C)NC(C1=C(C=CC(=C1)N1C[C@H]2CC[C@@H](C1)N2)C)=O)OC